(3S,4S) and (3R,4R)-tert-butyl 4-(6-chloro-2-((5-chloro-1-cyclopropyl-1H-pyrazol-4-yl)amino)quinazolin-7-yl)-3-fluoropiperidine-1-carboxylate ClC=1C=C2C=NC(=NC2=CC1[C@H]1[C@@H](CN(CC1)C(=O)OC(C)(C)C)F)NC=1C=NN(C1Cl)C1CC1 |r|